FC(OC=1C=C(C=C(C1C(=O)N1CC(C1)OC)OC)C1=CN=C2N1C=CC(=C2)C(C#N)(C)C)F 2-[3-[3-(Difluoromethoxy)-5-methoxy-4-(3-methoxyazetidine-1-carbonyl)phenyl]imidazo[1,2-a]pyridin-7-yl]-2-methyl-propionitrile